4-(aminomethyl)-6-(5-(prop-1-yn-1-yl)-pyridin-3-yl)phthalazin-1(2H)-one NCC1=NNC(C2=CC=C(C=C12)C=1C=NC=C(C1)C#CC)=O